(2-hydroxyethyl)-5-(4-((7-methoxy-2-methyl-3-oxo-3,4-dihydroquinoxalin-6-yl)methyl)piperazin-1-yl)-6-methylpyridinecarboxamide OCCC=1C(=NC(=C(C1)N1CCN(CC1)CC=1C=C2NC(C(=NC2=CC1OC)C)=O)C)C(=O)N